Cl.C(C)C([C@@H](C)N)CC (R)-3-ethylpentan-2-amine hydrochloride